Azetidin-1-yl-[(7S)-11-chloro-9-(2,6-difluorophenyl)-7-methyl-12-(trifluoromethyl)-2,3,5,8,13-pentaazatricyclo[8.4.0.02,6]tetradeca-1(10),3,5,8,11,13-hexaen-4-yl]methanone N1(CCC1)C(=O)C1=NN2C=3C=NC(=C(C3C(=N[C@H](C2=N1)C)C1=C(C=CC=C1F)F)Cl)C(F)(F)F